CC1(OB(OC1(C)C)C1=CC=C(C=C1)[N+](=O)[O-])C 4,4,5,5-tetramethyl-2-(4-nitrophenyl)-1,3,2-dioxaborolane